(3,4-epoxycyclohexyl)ethylmethyl-dimethoxysilane C1(CC2C(CC1)O2)CC[Si](OC)(OC)C